N-(3',3'-dimethyl-2',3'-dihydrospiro[fluorene-9,1'-inden]-2-yl)-N-(9,9-dimethyl-9H-fluoren-2-yl)dibenzo[b,d]thiophen-2-amine CC1(CC2(C3=CC=CC=C13)C1=CC=CC=C1C=1C=CC(=CC12)N(C1=CC2=C(SC3=C2C=CC=C3)C=C1)C1=CC=3C(C2=CC=CC=C2C3C=C1)(C)C)C